NC1=C(C=C(N=N1)C1=C(C=CC=C1)O)N1CC2CCC(C1)N2C2=CC(=NC=C2)OC2CCNCC2 2-[6-amino-5-[8-[2-(4-piperidyloxy)-4-pyridyl]-3,8-diazabicyclo[3.2.1]octan-3-yl]pyridazin-3-yl]phenol